4-(2-(cyclopropylmethyl)-5-(2,6-dimethylphenoxy)-2H-indazol-6-yl)-N-ethyl-6-methyl-7-oxo-6,7-dihydro-1H-pyrrolo[2,3-c]pyridine-2-carboxamide C1(CC1)CN1N=C2C=C(C(=CC2=C1)OC1=C(C=CC=C1C)C)C=1C2=C(C(N(C1)C)=O)NC(=C2)C(=O)NCC